5-(azetidin-1-yl)pyridin-2(1H)-one N1(CCC1)C=1C=CC(NC1)=O